(1R,2S,4S)-4-isopropyl-1-methyl-2-(o-tolylmethoxy)-7-oxabicyclo[2.2.1]heptane C(C)(C)[C@@]12C[C@@H]([C@@](CC1)(O2)C)OCC2=C(C=CC=C2)C